tert-butyl N-(2-formylphenyl)-N-methylcarbamate C(=O)C1=C(C=CC=C1)N(C(OC(C)(C)C)=O)C